N'-(6-chloropyridin-3-yl)-N6-((3-methyloxetan-3-yl)methyl)isoquinoline-1,6-diamine ClC1=CC=C(C=N1)N(C=1C=C2C=CN=C(C2=CC1)N)CC1(COC1)C